N1(C=NC=C1)C1CCC(CC1)OC1=C2C=C(C=NC2=CC(=N1)N1CCOCC1)N 5-(((1s,4s)-4-(1H-imidazol-1-yl)cyclohexyl)oxy)-7-morpholino-1,6-naphthyridin-3-amine